C(C1=CC=CC=C1)OC1=C2C(=CNC2=CC(=C1)F)C1C(NC(C1)=O)=O 3-(4-(benzyloxy)-6-fluoro-1H-indol-3-yl)pyrrolidine-2,5-dione